FC(OC1=CC=C(C=C1)N1C2=C(C=C(C1=O)C=1C=NC(=NC1)OC)SC(=N2)OCC)F 4-(4-(difluoromethoxy)phenyl)-2-ethoxy-6-(2-methoxypyrimidin-5-yl)thiazolo[4,5-b]pyridin-5(4H)-one